COC=1C=C2C(=NC(=NC2=CC1)C)SCC(=O)C1=CC=C(S1)CNC(C1=NC=CC=C1)=O N-((5-(2-((6-methoxy-2-methylquinazolin-4-yl)thio)acetyl)thiophen-2-yl)methyl)picolinamide